O1CC(CCC1)C1=C2C(=NC=C1)C=NN2 7-(tetrahydro-pyran-3-yl)-1H-pyrazolo[4,3-b]pyridine